1,3-dihydroxy-6-methoxy-2-methylanthraquinone OC1=C(C(=CC=2C(C3=CC(=CC=C3C(C12)=O)OC)=O)O)C